ClC=1C=C(C=CC1)C([C@H](C1=CC=CC=C1)OC(N[C@H](C(N[C@H](C=O)C[C@H]1C(NCC1)=O)=O)CC1=CC=CC=C1)=O)(F)F ((S)-1-oxo-1-(((S)-1-oxo-3-((S)-2-oxopyrrolidin-3-yl)propan-2-yl)amino)-3-phenylpropane-2-yl)carbamic acid (S)-2-(3-chlorophenyl)-2,2-difluoro-1-phenylethyl ester